(1R,5S,6s)-3-(5-bicyclo[2.2.1]hept-2-enylmethyl)-N-[6-(1,3-dimethylpyrazol-4-yl)pyridazin-3-yl]-3-azabicyclo[3.1.0]hexan-6-amine C12C=CC(C(C1)CN1C[C@@H]3C([C@@H]3C1)NC=1N=NC(=CC1)C=1C(=NN(C1)C)C)C2